7-fluoro-3-isopropyl-8-methoxy-2,3-dihydro-1,4-benzoxazepine FC=1C(=CC2=C(C=NC(CO2)C(C)C)C1)OC